FC(C12CC(C1)(C2)C2=C(CCC(C2)(C)C)C=O)F 2-(3-(difluoromethyl)bicyclo[1.1.1]pentan-1-yl)-4,4-dimethylcyclohex-1-ene-1-carbaldehyde